2-(4-(difluoromethylene)piperidin-1-yl)-N-(7-(4,4-difluoropiperidin-1-yl)furo[2,3-c]pyridine-5-yl)-4-((2-hydroxyethyl)sulfonamido)-5-methylbenzamide FC(=C1CCN(CC1)C1=C(C(=O)NC=2C=C3C(=C(N2)N2CCC(CC2)(F)F)OC=C3)C=C(C(=C1)NS(=O)(=O)CCO)C)F